C(#N)C1=C(N=C(S1)N(C=1N(N=C2C1N=C(C=C2)N2CCN(CC2)C(=O)OC(C)(C)C)CC)C)C2=CC=C(C=C2)F tert-butyl 4-(3-((5-cyano-4-(4-fluorophenyl)thiazol-2-yl) (methyl)amino)-2-ethyl-2H-pyrazolo[4,3-b]pyridin-5-yl)piperazine-1-carboxylate